C1CC12CCN(CC2)CC=2C=CC=1N(C2)C=C(N1)CN1C(C2=CN=CC(=C2C=C1)N1CC2(C1)CCOCC2)=O 2-{[6-({6-azaspiro[2.5]octan-6-yl}methyl)imidazo[1,2-a]pyridin-2-yl]methyl}-5-{7-oxa-2-azaspiro[3.5]nonan-2-yl}-1,2-dihydro-2,7-naphthyridin-1-one